C1C(CCC2=CC=CC=C12)C(=O)NC(C(=O)N)CCCC(=O)N (1,2,3,4-tetrahydronaphthalene-2-carboxamido)hexanediamide